7-((3-(difluoromethyl)-6-ethylpyridin-2-yl)oxy)-2-azaspiro[3.5]Nonane FC(C=1C(=NC(=CC1)CC)OC1CCC2(CNC2)CC1)F